C(C)(C)(C)OC(=O)N[C@@H]1CN(C[C@@H]([C@@]1(C)O)C)C(=O)OCC1=CC=CC=C1 Benzyl (3R,4R,5S)-3-[(tert-butoxycarbonyl)amino]-4-hydroxy-4,5-dimethylpiperidine-1-carboxylate